2-[4-(3-bromopyrazolo[1,5-a]pyridin-6-yl)-1H-pyrazol-1-yl]-N,N-dimethylethanamine BrC=1C=NN2C1C=CC(=C2)C=2C=NN(C2)CCN(C)C